tert-butyl (S)-(5-bromo-3-oxo-2,3-dihydro-1H-inden-1-yl)carbamate BrC=1C=C2C(C[C@@H](C2=CC1)NC(OC(C)(C)C)=O)=O